CC1=CC=CC(=N1)C1=NN(C2=CC(=CC=C12)C(=O)O)CCC 3-(6-methylpyridin-2-yl)-1-propyl-1H-indazole-6-carboxylic acid